(R)-1-(4-(4-((2-(difluoromethoxy)-5-methyl-4-((1-methyl-1H-benzo[d][1,2,3]triazol-5-yl)oxy)phenyl)amino)pyrido[3,2-d]pyrimidin-6-yl)-2-methylpiperazin-1-yl)prop-2-en-1-one FC(OC1=C(C=C(C(=C1)OC1=CC2=C(N(N=N2)C)C=C1)C)NC=1C2=C(N=CN1)C=CC(=N2)N2C[C@H](N(CC2)C(C=C)=O)C)F